1-N-BOC-4-piperidinepropionic acid C(=O)(OC(C)(C)C)N1CCC(CC1)CCC(=O)O